C(CCC)C=1N=C2N(C=C(C=N2)OC\C(\CNC(OCCCC)=O)=C\F)C1 butyl (E)-(2-(((2-butylimidazo[1,2-a]pyrimidin-6-yl)oxy)methyl)-3-fluoroallyl)carbamate